6-[(1-methyl)-4-pyrazolyl]-imidazo[1,2-a]pyridine CN1N=CC(=C1)C=1C=CC=2N(C1)C=CN2